FC(CC)(F)C1=CC=CC(=N1)N 6-(1,1-difluoropropyl)pyridin-2-amine